2-(hexadecyldithio)ethylphosphate C(CCCCCCCCCCCCCCC)SSCCOP(=O)([O-])[O-]